tert-butyl 7-cyano-4,5-dihydro-1H-benzo[c]azepine-2(3H)-carboxylate C(#N)C1=CC2=C(CN(CCC2)C(=O)OC(C)(C)C)C=C1